ClC1=CC=C(C=C1)C=1N=C2N(C=CC=N2)C1CN1C2CN(C(C1)CC2)C(=O)OC(C)(C)C racemic-tert-butyl 5-{[2-(4-chlorophenyl) imidazo[1,2-a]pyrimidin-3-yl] methyl}-2,5-diazabicyclo[2.2.2]octane-2-carboxylate